C(C1=CC=CC=C1)N1C(OC2=C1C=CC(=C2)NC(=O)NC(C)(C)C)=O 1-(3-benzyl-2-oxo-2,3-dihydrobenzo[d]oxazol-6-yl)-3-(tert-butyl)urea